BrC=1N=C(N2C1C=CC(=C2)S(=O)(=O)Cl)C=2SC(=NN2)C(F)F 1-bromo-3-(5-(difluoromethyl)-1,3,4-thiadiazol-2-yl)imidazo[1,5-a]pyridine-6-sulfonyl chloride